C(C)(=O)N1CC2(C1)N(C(CN(C2=O)C2=C(C=C(C#N)C=C2)F)=O)CC2=CC=C(C=C2)C(F)(F)F 4-(2-acetyl-6,9-dioxo-5-[[4-(trifluoromethyl)phenyl]methyl]-2,5,8-triazaspiro[3.5]non-8-yl)-3-fluorobenzonitrile